tetrabutylphosphonium 2,2-bis(glycidoxymethyl)propionate 3-methyl-1H-pyrazole-5-carboxylate CC1=NNC(=C1)C(=O)[O-].C(C1CO1)OCC(C(=O)[O-])(C)COCC1CO1.C(CCC)[P+](CCCC)(CCCC)CCCC.C(CCC)[P+](CCCC)(CCCC)CCCC